5-chloro-2-methoxy-N-(5-(6-methoxy-5-(trifluoromethyl)picolinoyl)-5,6-dihydro-4H-pyrrolo[3,4-d]thiazol-2-yl)-6'-methyl-[3,4'-bipyridine]-3'-carboxamide ClC=1C=C(C(=NC1)OC)C1=C(C=NC(=C1)C)C(=O)NC=1SC2=C(N1)CN(C2)C(C2=NC(=C(C=C2)C(F)(F)F)OC)=O